Cl.N1CC(C1)C1CCN(CC1)CC1=CC=C(C=C1)C1=CN(C=2N=C(N=CC21)NCCC(F)(F)F)[C@@H]2CC[C@H](CC2)O trans-4-[5-(4-[[4-(azetidin-3-yl)piperidin-1-yl]methyl]phenyl)-2-[(3,3,3-trifluoropropyl)amino]pyrrolo[2,3-d]pyrimidin-7-yl]cyclohexan-1-ol hydrochloride